Sodium 3-(3,4,5-trimethoxy-phenyl)-acrylic acid COC=1C=C(C=C(C1OC)OC)C=CC(=O)O.[Na]